5-(3-chlorophenyl)-7-methyl-N-(1,1,1-trifluorobut-3-yn-2-yl)pyrazolo[1,5-a]Pyrimidine-3-carboxylic acid ClC=1C=C(C=CC1)C1=NC=2N(C(=C1)C)N(CC2C(=O)O)C(C(F)(F)F)C#C